4-hydroxyphenylporphin OC1=CC=C(C=C1)C1=C2NC(=C1)C=C1C=CC(=N1)C=C1C=CC(N1)=CC=1C=CC(N1)=C2